8-(tert-butylsulfinyl)-6,7,8,9-tetrahydro-5H-6,9-methanopyrido[3,4-c]azepine-4-carbonitrile C(C)(C)(C)S(=O)N1C2C3=C(CC(C1)C2)C(=CN=C3)C#N